N-(3-(3,4-dihydroisoquinolin-2(1H)-yl)-2-hydroxypropyl)imidazo[1,2-a]pyridine-2-carboxamide C1N(CCC2=CC=CC=C12)CC(CNC(=O)C=1N=C2N(C=CC=C2)C1)O